6-chloro-3-{[4-(4-morpholinyl)-1-piperidinyl]methyl}-N-(1-phenylcyclopropyl)-2-[3-(trifluoromethyl)phenyl]-4-quinolinecarboxamide ClC=1C=C2C(=C(C(=NC2=CC1)C1=CC(=CC=C1)C(F)(F)F)CN1CCC(CC1)N1CCOCC1)C(=O)NC1(CC1)C1=CC=CC=C1